sodium N-(2-carboxyethyl)-N-(2-ethylhexyl)-beta-alaninate CCCCC(CC)CN(CCC(=O)[O-])CCC(=O)[O-].[Na+].[Na+]